C(C)OC(C1=C(N=C(C=C1)OCC)NC1=CC=CC=C1)=O 6-ethoxy-2-(phenylamino)nicotinic acid ethyl ester